5-(5-(3-benzyl-1-((2-methyl-2H-1,2,3-triazol-4-yl)sulfonyl)pyrrolidin-3-yl)-6-methoxy-1H-indazol-1-yl)-2-fluorobenzonitrile C(C1=CC=CC=C1)C1(CN(CC1)S(=O)(=O)C1=NN(N=C1)C)C=1C=C2C=NN(C2=CC1OC)C=1C=CC(=C(C#N)C1)F